N\C(=C/C(=O)OC)\C methyl (Z)-3-aminobut-2-enoate